C[Si](CCC)(CCC)F methyldipropylsilyl fluoride